8-(2-chloro-3-(trifluoromethyl)phenyl)-9-(4-((1-(3,3-difluoropropyl)azetidin-3-ylidene)methyl)phenyl)-6,7-dihydro-5H-benzo[7]annulene-3-carboxylic acid ClC1=C(C=CC=C1C(F)(F)F)C=1CCCC2=C(C1C1=CC=C(C=C1)C=C1CN(C1)CCC(F)F)C=CC(=C2)C(=O)O